FC(CCCCCCC(O)O)(F)F Trifluorooctanediol